2-chloro-N-[(1S)-1-[3-(2-cyclopropyl-4-pyridinyl)-1,2,4-oxadiazol-5-yl]ethyl]benzamide tert-Butylperoxybenzoate C(C)(C)(C)OOC(C1=CC=CC=C1)=O.ClC1=C(C(=O)N[C@@H](C)C2=NC(=NO2)C2=CC(=NC=C2)C2CC2)C=CC=C1